C(CC=C)OC1=NC(=NC=2N1N=CC2)SC 4-(but-3-en-1-yloxy)-2-(methylsulfanyl)pyrazolo[1,5-a][1,3,5]Triazine